C(#N)C(C)C=1N=C(NC1)C(C)C 1-cyanoethyl-2-isopropylimidazole